[Na].[Na].CCS(=O)(=O)O.CCS(=O)(=O)O di(2-ethanesulfonic acid) disodium